ClC1=C(C=CC(=C1)OCCN1CCNCC1)C=1N(C2=NC=NC(=C2N1)OC1(CC1)C)CC1=NC(=CC=C1)Cl 8-(2-chloro-4-(2-(piperazin-1-yl)ethoxy)phenyl)-9-((6-chloropyridin-2-yl)methyl)-6-(1-methylcyclopropoxy)-9H-purine